1-(2-Chloro-5-(4-((4-(2-methoxy-4-(2-methyl-1-oxo-1,2-dihydro-2,7-naphthyridin-4-yl)phenoxy)piperidin-1-yl)methyl)piperidine-1-carbonyl)phenyl)dihydropyrimidine-2,4(1H,3H)-dione ClC1=C(C=C(C=C1)C(=O)N1CCC(CC1)CN1CCC(CC1)OC1=C(C=C(C=C1)C1=CN(C(C2=CN=CC=C12)=O)C)OC)N1C(NC(CC1)=O)=O